6-(3-chloro-6-(difluoromethyl)-2-fluorophenyl)-3-vinylpyrazine-2-carboxylic acid ClC=1C(=C(C(=CC1)C(F)F)C1=CN=C(C(=N1)C(=O)O)C=C)F